3-(2-((3r,5r,7r)-adamantan-1-yl)acetoxy)-2-(hydroxymethyl)propyl (9Z,2Z)-octadeca-9,12-dienoate C(CCCCCCC\C=C/CC=CCCCCC)(=O)OCC(COC(CC12CC3CC(CC(C1)C3)C2)=O)CO